ClCCN1C(N(C2=CC=3C=CC=NC3C=C21)C(=C)C(C)C)=O 3-(2-chloroethyl)-1-(3-methyl-1-butene-2-yl)-1,3-dihydro-2H-imidazo[4,5-g]quinolin-2-one